C(C)(C)(C)OC(=O)N1CCC(CC1)C=CCCCCCCCCC(=O)O 11-(1-(tert-butoxycarbonyl)piperidin-4-yl)undec-10-enoic acid